2-((4-Morpholinophenyl)amino)-8-phenyl-5-((triisopropylsilyl)ethynyl)pyrido[2,3-d]pyrimidin-7(8H)-one O1CCN(CC1)C1=CC=C(C=C1)NC=1N=CC2=C(N1)N(C(C=C2C#C[Si](C(C)C)(C(C)C)C(C)C)=O)C2=CC=CC=C2